C(CCCC)C=1C=C2C=CC(=CC2=CC1)NC1=CC=CC=C1 6-Pentyl-N-phenylnaphthalen-2-amine